1-ethyl-2,3-dimethylimidazolium hydroxide [OH-].C(C)N1C(=[N+](C=C1)C)C